N-[4-(dimethylamino)cyclohexyl]-3-[[2-[4-[4-ethoxy-6-[(4-methoxyphenyl)methoxy]-3-pyridyl]-2-fluoro-phenyl]acetyl]amino]-5-(trifluoromethyl)benzamide CN(C1CCC(CC1)NC(C1=CC(=CC(=C1)C(F)(F)F)NC(CC1=C(C=C(C=C1)C=1C=NC(=CC1OCC)OCC1=CC=C(C=C1)OC)F)=O)=O)C